2,2,3-Trifluoro-3-(1,1,2,2,2-pentafluoroethyl)oxirane FC1(OC1(C(C(F)(F)F)(F)F)F)F